OC=1C=CC(=NC1)C(=O)OC methyl 5-hydroxypicolinate